NC1=C(C(=NN1[C@@H]1CN([C@H](C1)COC(F)F)C(C=C)=O)C#CC1=CC2=C(N(C=N2)C2CC2)C=C1F)C(=O)N 5-amino-3-[2-(1-cyclopropyl-6-fluoro-1,3-benzodiazol-5-yl)ethynyl]-1-[(3S,5R)-5-[(difluoromethoxy)methyl]-1-(prop-2-enoyl)pyrrolidin-3-yl]Pyrazole-4-carboxamide